Cl.NC(N)N Tris-aminomethane HCl